5-[(3R)-2-(3,3-difluoro-2,2-dimethylpropionyl)-1,2-oxazolidin-3-yl]thiophene-2-carbonitrile FC(C(C(=O)N1OCC[C@@H]1C1=CC=C(S1)C#N)(C)C)F